8-(5-methoxy-2-(pyridin-4-yl)pyrido[3,4-d]pyrimidin-4-yl)-2,8-diazaspiro[4.5]decane COC1=CN=CC=2N=C(N=C(C21)N2CCC1(CCNC1)CC2)C2=CC=NC=C2